N1C(=CC2=CC=CC=C12)C1=NC(=NC=C1)NC1=CC=C(C(=O)NN=CC2=CC=CC=C2)C=C1 4-(4-indolylpyrimidin-2-ylamino)-N'-benzylidenebenzohydrazide